N-ethyl-N-methyl-N'-(3-(1-(2-pentyl)piperidin-4-yl)-pyrrolo[3,2-b]pyridin-5-yl)urea C(C)N(C(=O)NC1=CC=C2C(=N1)C(=CN2)C2CCN(CC2)C(C)CCC)C